4-(4-amino-2-(4-(2-fluoroacryloylamino)phenyl)-1-methyl-7-(3-(methylamino)prop-1-yn-1-yl)-1H-pyrrolo[3,2-c]pyridin-3-yl)-2-methoxy-N-(2,2,2-trifluoroethyl)benzamide NC1=NC=C(C2=C1C(=C(N2C)C2=CC=C(C=C2)NC(C(=C)F)=O)C2=CC(=C(C(=O)NCC(F)(F)F)C=C2)OC)C#CCNC